(R)-3-methyl-2-((S)-piperazin-2-yl)butan-2-ol CC([C@@](C)(O)[C@H]1NCCNC1)C